isotridecyl nitrate [N+](=O)(OCCCCCCCCCCC(C)C)[O-]